3-(4-fluoro-5-(3-fluoro-4-((3-(trifluoromethyl)-5,6-dihydro-[1,2,4]triazolo[4,3-a]pyrazin-7(8H)-yl)methyl)pyridin-2-yl)-1-oxoisoindolin-2-yl)piperidine-2,6-dione FC1=C2CN(C(C2=CC=C1C1=NC=CC(=C1F)CN1CC=2N(CC1)C(=NN2)C(F)(F)F)=O)C2C(NC(CC2)=O)=O